C1(=CC=CC=C1)C1=CC(=NC=2N1N=C(C2)C(=O)O)N2CCCCC2 7-Phenyl-5-(piperidin-1-yl)pyrazolo[1,5-a]pyrimidine-2-carboxylic acid